1-(chloromethyl)-2-(difluoromethoxy)-4-nitrobenzene ClCC1=C(C=C(C=C1)[N+](=O)[O-])OC(F)F